1-[(6-{3-azabicyclo[3.1.0]hex-3-yl}-2-methylpyridin-3-yl)methyl]-1H-1,2,3-triazole-4-carboxylic acid ethyl ester C(C)OC(=O)C=1N=NN(C1)CC=1C(=NC(=CC1)N1CC2CC2C1)C